COCOC1=C(C=CC(=C1)C(F)(F)F)B1OC(C(O1)(C)C)(C)C 2-[2-(methoxymethoxy)-4-(trifluoromethyl)phenyl]-4,4,5,5-tetramethyl-1,3,2-dioxaborolane